mononitro-p-dichlorobenzene [N+](=O)([O-])C1=C(C=CC(=C1)Cl)Cl